NC(CN1C(=NC(=C1)NC(=O)C1=NSC2=C1C=C(C=C2)F)C(=O)OCC)=O ethyl 1-(2-amino-2-oxoethyl)-4-(5-fluorobenzo[d]isothiazole-3-carboxamido)-1H-imidazole-2-carboxylate